5-methyl-2-(pyrimidin-2-yl)benzene CC=1C=CC(=CC1)C1=NC=CC=N1